FC(C1=CC=C(CC=2C(=C(C=3C(=CC=C(C3C2C(O)=N)C(=O)O)C(=O)O)C(O)=N)CC2=CC=C(C=C2)C(F)(F)F)C=C1)(F)F bis(4-trifluoromethylbenzyl)naphthalene-1,4,5,8-tetracarboxylic acid diimide